2-chloro-N1-(4-chloro-3-(pyridin-2-yl)phenyl)-N4-(2-(methylsulfonyl)ethyl)terephthalamide ClC1=C(C(=O)NC2=CC(=C(C=C2)Cl)C2=NC=CC=C2)C=CC(=C1)C(=O)NCCS(=O)(=O)C